4-(6,7-difluoro-3-quinolylamino)-2-[5-methoxy-6-(4-piperidyloxy)-3-pyridylamino]pyrimidine FC=1C=C2C=C(C=NC2=CC1F)NC1=NC(=NC=C1)NC=1C=NC(=C(C1)OC)OC1CCNCC1